O=C([C@H](O)[C@H](O)[C@@H](O)CO)[O-] L-Lyxonat